CN1C(C(=CC2=C1N=CN=C2)N2CCOCC2)=O 8-methyl-6-morpholinylpyrido[2,3-d]pyrimidin-7(8H)-one